[Si](C1=CC=CC=C1)(C1=CC=CC=C1)(C(C)(C)C)OC[C@@H]1[C@H]([C@H]2[C@H](N3C(NC(C=C3O2)=O)=O)O1)O (2R,3R,3aS,9aR)-2-(((tert-butyldiphenylsilyl)oxy)methyl)-3-hydroxy-2,3,3a,9a-tetrahydro-6H-furo[2',3':4,5]oxazolo[3,2-c]pyrimidine-6,8(7H)-dione